7-((cis)-4-(4-methylpiperazin-1-yl)cyclohexyl)-5-(4-phenoxyphenyl)-7H-pyrrolo[2,3-d]pyrimidin CN1CCN(CC1)[C@H]1CC[C@H](CC1)N1C=C(C2=C1N=CN=C2)C2=CC=C(C=C2)OC2=CC=CC=C2